Br\C(=C/C=O)\C1=CC=C(C=C1)C (Z)-3-bromo-3-(p-methylphenyl)acrolein